FC(C=1C=CC2=C(N=CS2)C1)(F)F 5-(trifluoromethyl)benzo[d]thiazol